2-(4-bromopyridin-2-yl)propan-2-ol tert-butyl-(3-(1,1-difluoroethyl)phenethyl)carbamate C(C)(C)(C)N(C(=O)OC(C)(C)C1=NC=CC(=C1)Br)CCC1=CC(=CC=C1)C(C)(F)F